CS(=O)(=O)N1CC(C1)COC1=CC=C(C=C1)C1(CCOCC1)C1=CC=C(OC2CC(C2)N)C=C1 3-(4-(4-(4-((1-(methylsulfonyl)azetidin-3-yl)methoxy)phenyl)tetrahydro-2H-pyran-4-yl)phenoxy)cyclobutan-1-amine